CCCCCCCCCCCCCC(=O)O[C@H](COC(=O)CCCC/C=C\C/C=C\C/C=C\C/C=C\CC)COP(=O)(O)OC[C@@H](C(=O)O)N 1-(6Z,9Z,12Z,15Z-octadecatetraenoyl)-2-tetradecanoyl-glycero-3-phosphoserine